CN1C(=NC=C1)NC=1N=C(C2=C(N1)C1=C(O2)N=CC=C1)N1CCOCC1 N-(1-Methyl-1H-imidazol-2-yl)-4-morpholinopyrido[3',2':4,5]furo[3,2-d]pyrimidin-2-amine